pinyl-n-butylcarbamate C12(C(CCC(C1(C)C)C2)C)OC(NCCCC)=O